C(C)(C)(C)OC(=O)NCC=1C=C(C=CC1)C=1OC2=C(C1)C(=CC=C2)COC2=C(C=CC=C2)CC(=O)OCC ethyl 2-(2-((2-(3-{{{tert-butoxycarbonyl}amino}methyl}phenyl)benzofuran-4-yl)methoxy)phenyl)acetate